(S)-5-(2-chloro-5-(1-hydroxyethyl)pyridin-3-yl)-2-(4-fluoro-3-methoxybenzyl)-7-((2-(methylamino)-1H-imidazol-1-yl)methyl)-3,4-dihydroisoquinolin-1(2H)-one ClC1=NC=C(C=C1C1=C2CCN(C(C2=CC(=C1)CN1C(=NC=C1)NC)=O)CC1=CC(=C(C=C1)F)OC)[C@H](C)O